tris(2-hydroxypropyl)ethylenediamine OC(CNCCN(CC(C)O)CC(C)O)C